2-((1S,3R)-3-(3-(4-chloro-2-(((S)-3-methylpiperidin-1-yl)methyl)-7-oxo-1,7-dihydro-6H-pyrrolo[2,3-c]pyridin-6-yl)phenyl)-3-(4-methyl-4H-1,2,4-triazol-3-yl)cyclobutyl)acetonitrile ClC=1C2=C(C(N(C1)C=1C=C(C=CC1)C1(CC(C1)CC#N)C1=NN=CN1C)=O)NC(=C2)CN2C[C@@H](CCC2)C